N-(4-(1-(3-hydroxybenzyl)-1H-imidazol-2-yl)phenyl)quinoline-8-sulfonamide OC=1C=C(CN2C(=NC=C2)C2=CC=C(C=C2)NS(=O)(=O)C=2C=CC=C3C=CC=NC23)C=CC1